(S)-3-hydroxy-4-methoxy-N-(1-(5-(4-methoxyphenyl)-1,2,4-oxadiazol-3-yl)-3-methylbutyl)picolinamide OC=1C(=NC=CC1OC)C(=O)N[C@@H](CC(C)C)C1=NOC(=N1)C1=CC=C(C=C1)OC